2-ethyl-6-chloro-9-acryloyloxy-10-acetoxy-1,4-dihydro-1,4-methanoanthracene C(C)C=1C2C3=C(C4=CC=C(C=C4C(=C3C(C1)C2)OC(C)=O)Cl)OC(C=C)=O